ClC=1C=NC2=CC=C(C=C2N1)N 3-chloroquinoxalin-6-amine